(R)-3-(4-amino-3-(7-(2-chlorobenzamido)benzo[d][1,3]dioxol-4-yl)-1H-pyrazolo[3,4-d]pyrimidin-1-yl)piperidine-1-carboxylic acid tert-butyl ester C(C)(C)(C)OC(=O)N1C[C@@H](CCC1)N1N=C(C=2C1=NC=NC2N)C2=CC=C(C=1OCOC12)NC(C1=C(C=CC=C1)Cl)=O